CC1=NC2=C(C=CC(=C2C=C1)S(=O)(=O)N(C)C)O 8-hydroxy-5-(N,N-dimethylsulfonamido)-2-methylquinoline